(6AR)-4-chloro-3-(2-fluoro-6-methoxyphenyl)-2-methyl-1-oxo-2,6a,7,9,10,12-hexahydro-1H-pyrazino[2,1-c]pyrido[3,4-f][1,4]oxazepine-8(6H)-carboxylic acid tert-butyl ester C(C)(C)(C)OC(=O)N1C[C@@H]2COC3=C(CN2CC1)C(N(C(=C3Cl)C3=C(C=CC=C3OC)F)C)=O